ClC=1C(=NC=CC1)C(=O)NC1[C@@H]2CN(C[C@H]12)C1=NC=C(N=C1)C=1C=2N(C=C(C1)OCC)N=CC2C#N 3-chloro-N-((1R,5S,6s)-3-(5-(3-cyano-6-ethoxypyrazolo[1,5-a]pyridin-4-yl)pyrazin-2-yl)-3-azabicyclo[3.1.0]hexane-6-yl)picolinamide